(4S)-1-Boc-4-methyl-L-proline C(=O)(OC(C)(C)C)N1[C@@H](C[C@@H](C1)C)C(=O)O